N[C@H](C(=O)NCCCC(=O)NC=1SC2=C(N1)C=CC(=C2)OC(F)(F)F)C (S)-4-(2-aminopropanamido)-N-(6-(trifluoromethoxy)benzo[d]thiazol-2-yl)butanamide